(3-oxoisoindolin-5-yl)boronic acid O=C1NCC2=CC=C(C=C12)B(O)O